nitro-[1,1':4',1''-terphenyl]-4,4''-dicarboxaldehyde [N+](=O)([O-])C1=C(C=CC(=C1)C=O)C1=CC=C(C=C1)C1=CC=C(C=C1)C=O